2,6-Dimethyl-4-(7-(methylsulfonyl)-1,3,4,5-tetrahydro-2H-benzo[c]azepine-2-yl)benzene CC1=CC(=CC(=C1)N1CC2=C(CCC1)C=C(C=C2)S(=O)(=O)C)C